NC[C@H](COC=1C=NC=C(C1C1=CC(=NN1)NC=1N=CC(=NC1)C#N)OC)C 5-[(5-{3-[(2R)-3-amino-2-methylpropoxy]-5-methoxypyridin-4-yl}-1H-pyrazole-3-yl)amino]pyrazine-2-carbonitrile